[Pd].C(C)(C)(C)P(C(C)(C)C)C(C)(C)C.C(C)(C)(C)P(C(C)(C)C)C(C)(C)C bis(tri-tert-Butylphosphine) palladium (0)